1-(2-bromo-3,5-difluoropyridin-4-yl)-3-methoxypropan-1-ol BrC1=NC=C(C(=C1F)C(CCOC)O)F